[Si](C)(C)(C(C)(C)C)OCC1=CC=C(C=C1)N1N=C(C=C1)CC(=O)OC methyl 2-[1-(4-{[(tert-butyldimethylsilyl)oxy]methyl}phenyl)-1H-pyrazol-3-yl]acetate